N-(4-(phenanthr-9-yl)phenyl)-[1,1'-biphenyl]-4-amine C1=CC=CC=2C3=CC=CC=C3C(=CC12)C1=CC=C(C=C1)NC1=CC=C(C=C1)C1=CC=CC=C1